Gold-Cobalt oxid [Co]=O.[Au]